3-(4-amino-7-(cyclopropanecarbonyl)-3-((2-ethyl-2H-indazol-6-yl)ethynyl)-1H-pyrazolo[4,3-c]pyridin-1-yl)pyrrolidine NC1=NC=C(C2=C1C(=NN2C2CNCC2)C#CC=2C=CC1=CN(N=C1C2)CC)C(=O)C2CC2